1-oxo-3-phenylpropan-2-aminium O=CC(CC1=CC=CC=C1)[NH3+]